CN(CCC(=O)NCC)C 3-(dimethylamino)-N-ethyl-propionamide